3-(2-bromo-3-(benzisoxazol-6-yl)anilino)benzisothiazol BrC1=C(NC2=NSC3=C2C=CC=C3)C=CC=C1C1=CC3=C(C=NO3)C=C1